2,2-bis(t-butylperoxy)propane rac-benzyl-(1-(tert-butyl)-3-((1r,3R,4S)-3,4-dihydroxycyclopentyl)-1H-pyrazol-5-yl)carbamate C(C1=CC=CC=C1)N(C(O)=O)C1=CC(=NN1C(C)(C)C)C1C[C@H]([C@H](C1)O)O.C(C)(C)(C)OOC(C)(C)OOC(C)(C)C